((2-(4-(2-((tert-butoxycarbonyl)amino)ethyl) piperazin-1-yl)ethyl)azanediyl)bis(butane-4,1-diyl) bis(2-butyloctanoate) C(CCC)C(C(=O)OCCCCN(CCCCOC(C(CCCCCC)CCCC)=O)CCN1CCN(CC1)CCNC(=O)OC(C)(C)C)CCCCCC